2-(bromomethyl)pyrimidine BrCC1=NC=CC=N1